CC=1C(N(C=C(C1)C(=O)O)C=1C=NC=C(C1)C1=CN=NN1C)=O 3-Methyl-5'-(1-methyl-1H-1,2,3-triazol-5-yl)-2-oxo-2H-[1,3'-bipyridine]-5-carboxylic acid